ClC=1C=C(C=C(C1)Cl)C1(CC(=NO1)C1=CC(=C(C(=O)NS(=O)C2=C(C=CC=C2)CC)C=C1)C)C(F)(F)F 4-(5-(3,5-dichlorophenyl)-5-(trifluoromethyl)-4,5-dihydroisoxazol-3-yl)-N-((2-ethylphenyl)sulfinyl)-2-methylbenzamide